C1(CC1)S(=O)(=O)N1CC(C2=CC=C(C=C12)N1C(N(C(C1=O)(C)C)CC1=CC(=NC=C1)NC1CCOCC1)=O)(C)C 3-(1-(cyclopropylsulfonyl)-3,3-dimethylindolin-6-yl)-5,5-dimethyl-1-((2-((tetrahydro-2H-pyran-4-yl)amino)pyridin-4-yl)methyl)imidazolidine-2,4-dione